(S)-6-(cyclopropylmethoxy)-N-(1-hydroxy-4-methylpentan-2-yl)-5-(3-methoxyazetidin-1-yl)picolinamide C1(CC1)COC1=C(C=CC(=N1)C(=O)N[C@H](CO)CC(C)C)N1CC(C1)OC